C(C)(C)N1C(=NC2=NC=C(C=C21)C2=CNC=1N=C(N=CC12)N[C@@H]1CC[C@@H](CC1)OC)C 5-(1-isopropyl-2-methyl-1H-imidazo[4,5-b]pyridin-6-yl)-N-(cis-4-methoxycyclohexyl)-7H-pyrrolo[2,3-d]pyrimidin-2-amine